O=C1C(CCCC1)C1=CC=C(C(=O)OC)C=C1 Methyl 4-(2-oxocyclohexyl)benzoate